C(C1=CC=CC=C1)OCC1=C(C=C(C=C1F)CCC(=O)OC)F methyl 3-(4-((benzyloxy)methyl)-3,5-difluorophenyl)propanoate